N1CC(C1)NC=1C=2C=C(N=CC2C=C(C1)C1=C(C=CC=C1C)Cl)N N5-(azetidin-3-yl)-7-(2-chloro-6-methyl-phenyl)isoquinoline-3,5-diamine